((S)-1-((S)-1-((6,7-dihydro-5H-indeno[5,6-d]thiazol-2-yl)amino)-1-oxopropan-2-yl)-4,4-difluoropiperidin-3-yl)pyridine 1-oxide S1C(=NC2=C1C=C1CCCC1=C2)NC([C@H](C)N2C[C@H](C(CC2)(F)F)C2=[N+](C=CC=C2)[O-])=O